(S)-3-({3-[(methylsulfamoyl)amino]phenyl}methyl)-7-(pyrimidin-2-yloxy)-3,4-dihydro-2H-1,3-benzoxazin-2-one CNS(=O)(=O)NC=1C=C(C=CC1)CN1C(OC2=C(C1)C=CC(=C2)OC2=NC=CC=N2)=O